methyl 2-(4-isopropyl-1-oxo-7-vinylpyrrolo[1,2-d][1,2,4]triazin-2(1H)-yl)acetate C(C)(C)C1=NN(C(C=2N1C=C(C2)C=C)=O)CC(=O)OC